FC(CN1N=NC(=C1)C(=O)NCC=1SC(=NN1)C1=CC=CC=C1)(C)F 1-(2,2-difluoropropyl)-N-((5-phenyl-1,3,4-thiadiazol-2-yl)methyl)-1H-1,2,3-triazole-4-carboxamide